Methyl 2-{2-(4-bromo-2,6-dimethylphenyl) hydrazinylidene}-2-chloroacetate BrC1=CC(=C(C(=C1)C)NN=C(C(=O)OC)Cl)C